tert-butyl 4-(2-bromo-5-ethyl-4-(2-((2-methyl-4-(trifluoromethyl)phenyl)amino)-2-oxoethyl)-7-oxo-4,7-dihydro-[1,2,4]triazolo[1,5-a]pyrimidin-6-yl)piperazine-1-carboxylate BrC1=NN2C(N(C(=C(C2=O)N2CCN(CC2)C(=O)OC(C)(C)C)CC)CC(=O)NC2=C(C=C(C=C2)C(F)(F)F)C)=N1